NC1=NC2=CC(=CC=C2C=C1F)CN(C(=O)C=1C=NC(=NC1)C)C1=CC=CC=2CCS(C21)(=O)=O N-[(2-amino-3-fluoroquinolin-7-yl)methyl]-N-(1,1-dioxo-2,3-dihydro-1λ6-benzothiophen-7-yl)-2-methylpyrimidine-5-carboxamide